FC1=C(C=CC(=C1)F)N1N=C(C=C1C)C(=O)O 1-(2,4-difluorophenyl)-5-methyl-1H-pyrazole-3-carboxylic acid